N=1C=NN2C1C=C(C=C2)OC2=C(C=C(C=C2)NC2=NC=NC1=CC3=C(C=C21)N2CCN([C@@H](CO3)C2)C(C=C)=O)C 1-((10R)-4-((4-([1,2,4]triazolo[1,5-a]pyridin-7-yloxy)-3-methylphenyl)amino)-7,8,10,11-tetrahydro-9H-6,10-methano[1,4,7]oxadiazonino[3,2-g]quinazolin-9-yl)prop-2-en-1-one